C1(CC1)CC1(CCC2(OCCO2)CC1)C=C 8-(Cyclopropylmethyl)-8-vinyl-1,4-dioxaspiro[4.5]decane